(2-methyl-1,4-phenylene) ether CC1=C2C=CC(=C1)O2